5-oxo-5lambda4-dibenzo[b,d]thiophene O=S1C2=C(C3=C1C=CC=C3)C=CC=C2